C(C)(C)(C)OC(NC1CC(CCC1)C1=C2C(=C(NC2=C(C(=C1F)F)C(N)=O)C)C)=O (3-(7-carbamoyl-5,6-difluoro-2,3-dimethyl-1H-indol-4-yl)cyclohexyl)carbamic acid tert-butyl ester